tert-butyl (25-oxo-29-((3aS,4S,6aR)-2-oxohexahydro-1H-thieno[3,4-d]imidazol-4-yl)-3,6,9,12,15,18,21-heptaoxa-24-azanonacosyl)carbamate O=C(NCCOCCOCCOCCOCCOCCOCCOCCNC(OC(C)(C)C)=O)CCCC[C@@H]1SC[C@@H]2NC(N[C@@H]21)=O